4-(2-((R)-2-(2-isopropylphenyl)-4-((7-methoxy-2,3-dihydrobenzofuran-5-yl)methyl)piperazin-1-yl)-7-azaspiro[3.5]nonan-7-yl)benzamide C(C)(C)C1=C(C=CC=C1)[C@H]1N(CCN(C1)CC=1C=C(C2=C(CCO2)C1)OC)C1CC2(C1)CCN(CC2)C2=CC=C(C(=O)N)C=C2